(1R,4R)-4-(2-methyl-4-(((2,4,6-triisopropylphenyl)sulfonyl)oxy)pyrido[3,4-d]pyrimidin-6-yl)cyclohexane-1-carboxylic acid methyl ester COC(=O)C1CCC(CC1)C1=CC2=C(N=C(N=C2OS(=O)(=O)C2=C(C=C(C=C2C(C)C)C(C)C)C(C)C)C)C=N1